FC(C(=O)O)(F)F.COC=1C2=C(N=CN1)C(=CS2)S(=O)(=O)N2CCNCC2 4-methoxy-7-(piperazin-1-ylsulfonyl)thieno[3,2-d]pyrimidine 2,2,2-trifluoroacetate